5-benzyl-N-(1,4-dimethyl-5-oxo-1,4,5,6,7,8-hexahydropyrazolo[4,3-b]azepin-6-yl)-4H-1,2,4-triazole-3-carboxamide C(C1=CC=CC=C1)C=1NC(=NN1)C(=O)NC1CCC2=C(N(C1=O)C)C=NN2C